butyl 6-oxo-2-azaspiro[3.4]octane-2-carboxylate O=C1CC2(CN(C2)C(=O)OCCCC)CC1